CC1=C(OC2=C(C=C(C=C2C1=O)C)[C@@H](C)NC1=C(C(=O)O)C=CC=C1)C=1C=NC(=CC1)CN1CCN(CC1)C 2-[[(1R)-1-[3,6-dimethyl-2-[6-[(4-methylpiperazin-1-yl)methyl]-3-pyridyl]-4-oxo-chromen-8-yl]ethyl]amino]benzoic acid